methyl (5-(4-(azetidin-3-yl(methyl)amino)phenoxy)-1H-benzo[d]imidazol-2-yl)carbamate N1CC(C1)N(C1=CC=C(OC2=CC3=C(NC(=N3)NC(OC)=O)C=C2)C=C1)C